C(C)N1N=CN=C1C1=NC(=NC=C1F)N1CCN(CC1)C(=O)N1N=CC[C@H]1C=1C=C(C#N)C=C(C1)F (S)-3-(1-(4-(4-(1-ethyl-1H-1,2,4-triazol-5-yl)-5-fluoropyrimidin-2-yl)piperazine-1-carbonyl)-4,5-dihydro-1H-pyrazol-5-yl)-5-fluorobenzonitrile